8-(4-(hydroxymethyl)-2-(methoxymethyl)-1-methyl-6-(trifluoromethyl)-1H-benzo[d]imidazol-5-yl)-3-(3,4,5-trifluorobenzoyl)indolizine-1-carbaldehyde OCC1=C(C(=CC=2N(C(=NC21)COC)C)C(F)(F)F)C2=CC=CN1C(=CC(=C21)C=O)C(C2=CC(=C(C(=C2)F)F)F)=O